Cl.NCCOC1=C(C=CC=C1)C=1C(=CC(=C(C1)NS(=O)(=O)C=1C=C(C(=O)O)C=C(C1OC(F)F)Cl)F)F 3-[[5-[2-(2-aminoethoxy)phenyl]-2,4-difluoro-phenyl]sulfamoyl]-5-chloro-4-(difluoromethoxy)benzoic acid HCl